BrC=1C=C(N(C1)CC)C(=O)OCC1=CC=CC=C1 benzyl 4-bromo-1-ethyl-pyrrole-2-carboxylate